C(C)(CCCCCC)NC1=CC=C(C=C1)NC1=CC(=CC=C1C)NC1=CC=C(C=C1)NC(C)CCCCCC N,N'-di[p-(N-sec-octylamino)phenyl]-6-methyl-m-phenylenediamine